C(C1=CC=CC=C1)C1=NN=C(O1)C(=O)NC1C(N(C2=C(OC13CC3)C=CC=N2)C)=O 5-benzyl-N-(5'-methyl-4'-oxo-4',5'-dihydro-3'H-spiro[cyclopropane-1,2'-pyrido[3,2-b][1,4]oxazepine]-3'-yl)-1,3,4-oxadiazole-2-carboxamide